O=C1NC2=CC=C(C=C2C1)C(=O)N 2-oxoIndoline-5-carboxamide